C(C)N(C1=CC=C(C=O)C=C1)CC para-Diethylaminobenzaldehyde